CC1(OB(OC1(C)C)C=1C=NN(C1)C1CCC(CC1)CO)C [4-[4-(4,4,5,5-tetramethyl-1,3,2-dioxaborolan-2-yl)pyrazol-1-yl]cyclohexyl]methanol